ClC1=CC=C(C(=N1)C(=O)O)N[C@@H](C)C=1C=C(C=C2C(N(C(=NC12)N1CCN(CC1)C(=O)C1CCC1)C)=O)C (S)-6-Chloro-3-((1-(2-(4-(cyclobutanecarbonyl)piperazin-1-yl)-3,6-dimethyl-4-oxo-3,4-dihydroquinazolin-8-yl)ethyl)amino)picolinic acid